FC=1C(=NC(=NC1)NC1=C(C=C(C=C1)S(=O)(=O)N)C)C=1C=NN(C1)CC(C)(C)O 4-((5-fluoro-4-(1-(2-hydroxy-2-methylpropyl)-1H-pyrazol-4-yl)pyrimidin-2-yl)amino)-3-methylbenzenesulfonamide